N-(2-(ethylsulfanyl)-4-(6-fluoro-3,4-dihydroisoquinolin-2(1H)-yl)-6-methylphenyl)-2-(3-fluorobicyclo[1.1.1]pentan-1-yl)acetamide C(C)SC1=C(C(=CC(=C1)N1CC2=CC=C(C=C2CC1)F)C)NC(CC12CC(C1)(C2)F)=O